pentavinyl-cyclotrisiloxane C(=C)[SiH]1O[Si](O[Si](O1)(C=C)C=C)(C=C)C=C